C(C)C=1C=C(C=CC1F)C1CCN(CC1)C(=O)C1CC2(C1)NC(OC2)=O (2s,4s)-2-(4-(3-ethyl-4-fluorophenyl)piperidine-1-carbonyl)-7-oxa-5-azaspiro[3.4]octan-6-one